5-phenyl-6-vinylpyridazin-3(2H)-one C1(=CC=CC=C1)C1=CC(NN=C1C=C)=O